2-{4-[1-(formylamino)-1-methylylethyl]phenyl}-2H-indazole-7-carboxamide C(=O)NC(CC1=CC=C(C=C1)N1N=C2C(=CC=CC2=C1)C(=O)N)=C